8-(3,5-Dichlorophenyl)-N-(2,3-dihydro-1,4-benzoxazin-4-yl)-4-(dimethylamino)-1,5-naphthyridine-3-carboxamide ClC=1C=C(C=C(C1)Cl)C=1C=CN=C2C(=C(C=NC12)C(=O)NN1CCOC2=C1C=CC=C2)N(C)C